rel-(3S)-1-methyl-5-[7-methyl-6-[[4-methyl-6-(methylamino)pyrimidin-2-yl]amino]chroman-8-yl]-2,3,4,7-tetrahydroazepin-3-ol CN1C[C@H](CC(=CC1)C=1C(=C(C=C2CCCOC12)NC1=NC(=CC(=N1)C)NC)C)O |o1:3|